C(CCCC)#N pentanonitrile